OC1=C(C=C(C(=O)OC(C)(C)C)C=C1)C tert-butyl 4-hydroxy-3-methyl-benzoate